fluoromevalonate C1COC(=O)CC1(CF)O